BrC(C1=CC=C(C=C1)C1=NNC(=C1O)C)(Br)Br 3-(4-(tribromomethyl)phenyl)-5-methyl-pyrazol-4-ol